BrC=1C(=NC(=NC1)NC1=C(C=C(C=C1)N1CCC(CC1)N1CCN(CC1)C)C)NC1=C(C=CC(=C1)F)C(C)(C)O 2-(2-((5-Bromo-2-((2-methyl-4-(4-(4-methylpiperazin-1-yl)piperidin-1-yl)phenyl)amino)pyrimidine-4-yl)amino)-4-fluorophenyl)propan-2-ol